C1(CC1)C1CN(CC1)CC(=O)NC=1C=C(C(=NC1)C)NC(=O)C=1C=C2C(=NC1)NC(=C2)C=2C=NN(C2)C N-(5-(2-(3-cyclopropylpyrrolidin-1-yl)acetamido)-2-methylpyridin-3-yl)-2-(1-methyl-1H-pyrazol-4-yl)-1H-pyrrolo[2,3-b]pyridine-5-carboxamide